BrC=1C=C(C=C(C1)Br)N1[C@@H](COCC1)C (R)-4-(3,5-dibromophenyl)-3-methyl-morpholine